(1R,5S,6s)-N-((6-(1,3-dimethyl-1H-pyrazol-4-yl)pyridazin-3-yl)methyl)-3-(3,3-dimethylbutyl)-3-azabicyclo[3.1.0]hexane-6-amine CN1N=C(C(=C1)C1=CC=C(N=N1)CNC1[C@@H]2CN(C[C@H]12)CCC(C)(C)C)C